CN1CCN(CC1)C N,N'-Dimethyl-piperazin